N[C@H](CC1=C(C2=C(N=C(N=C2NCC=2OC=CC2)Cl)N1C)F)CC 6-[(2S)-2-aminobutyl]-2-chloro-5-fluoro-N-[(furan-2-yl)methyl]-7-methyl-7H-pyrrolo[2,3-d]pyrimidin-4-amine